butyl (3R)-3-(benzylcarbamoyl)pyrrolidine-1-carboxylate C(C1=CC=CC=C1)NC(=O)[C@H]1CN(CC1)C(=O)OCCCC